C1(=CC=CC=C1)CCCC1=NC=CC(=N1)N1CCCC1 2-(3-phenylpropyl)-4-(pyrrolidin-1-yl)pyrimidine